FC1=C(C=CC(=C1)F)N1N=C(C(C1(C(=O)O)C)C=1SC=CC1)C1=CC=C(C=C1)F 1-(2,4-difluorophenyl)-3-(4-fluorophenyl)-5-methyl-4-(thiophen-2-yl)-4,5-dihydro-1H-pyrazole-5-carboxylic acid